NCC1=CC=C(C=C1)NC(=O)C1=CC2=C(OCCC3=C2SC=C3)C=C1C1=C(C=C(C=C1)C1=CC(=C(C(=C1)OC)OC)OC)C(=O)O 4-(9-((4-(aminomethyl)phenyl)carbamoyl)-4,5-dihydrobenzo[b]thieno[2,3-d]oxepin-8-yl)-3',4',5'-trimethoxy-[1,1'-biphenyl]-3-carboxylic acid